Benzyl (S)-2-(1-hydroxy-1,3-dihydrobenzo[c][1,2]oxaborole-6-carboxamido)-3,3-dimethylbutanoate OB1OCC2=C1C=C(C=C2)C(=O)N[C@H](C(=O)OCC2=CC=CC=C2)C(C)(C)C